N-[[6-[[6-(trifluoromethyl)-3-pyridyl]amino]-2-pyridyl]sulfonyl]-2-(2,2,4-trimethylpyrrolidin-1-yl)pyridine-3-carboxamide FC(C1=CC=C(C=N1)NC1=CC=CC(=N1)S(=O)(=O)NC(=O)C=1C(=NC=CC1)N1C(CC(C1)C)(C)C)(F)F